7-(4-fluorophenyl)-2-(2-methoxyethyl)-8-(3-methylimidazo[1,2-a]pyridin-6-yl)-[1,2,4]triazolo[1,5-c]pyrimidin-5-amine FC1=CC=C(C=C1)C1=C(C=2N(C(=N1)N)N=C(N2)CCOC)C=2C=CC=1N(C2)C(=CN1)C